ClC1=NC=CC(=C1)CC1=CC(=C(C=C1)F)C(F)(F)F 2-chloro-4-{[4-fluoro-3-(trifluoromethyl)phenyl]methyl}pyridine